ClC=1C=C(C=CC1C(F)(F)F)N1CC=CC=2C=NCCC12 N-(3-Chloro-4-(trifluoromethyl)phenyl)-7,8-dihydro-1,6-naphthyridine